BrCCN1N=C(C=C1C(=O)OC)[N+](=O)[O-] methyl 1-(2-bromoethyl)-3-nitro-1H-pyrazole-5-carboxylate